C(C1=CC=CC=C1)N1C(=NC=2CN([C@@H](CC21)C(=O)OCC2=CC=CC=C2)C(=O)OC(C)(C)C)C2=NNC1=CC(=CC=C21)C2=C(C=C(C(=C2)F)OCC2=CC=CC=C2)CC 6-benzyl 5-(tert-butyl) (S)-1-benzyl-2-(6-(4-(benzyloxy)-2-ethyl-5-fluorophenyl)-1H-indazol-3-yl)-1,4,6,7-tetrahydro-5H-imidazo[4,5-c]pyridine-5,6-dicarboxylate